BrC1=C(OC=2C1=NC(=CC2N(C(OC(C)(C)C)=O)CC=2SC=CC2)Cl)OCC2CCC2 tert-butyl N-[3-bromo-5-chloro-2-(cyclobutylmethoxy)furo[3,2-b]pyridin-7-yl]-N-(thiophen-2-ylmethyl)carbamate